ClC1=CC=C(C=C1)[C@H]1N(CC[C@H](C1)C(C)(F)F)C(=O)N[C@@H](C)\C=C\S(=O)(=O)C (2S,4R)-2-(4-chlorophenyl)-4-(1,1-difluoroethyl)-N-((S,E)-4-(methylsulfonyl)but-3-en-2-yl)piperidine-1-carboxamide